6-(3-fluoro-5-isobutyl-2-(2H-tetrazol-5-yl)phenyl)-1-(pyridazin-3-yl)-6-azaspiro[2.5]octane FC=1C(=C(C=C(C1)CC(C)C)N1CCC2(CC2C=2N=NC=CC2)CC1)C=1N=NNN1